C1(CC1)C(=O)C1C(OC(OC1=O)(C)C)=O 5-(cyclopropanecarbonyl)-2,2-dimethyl-1,3-dioxane-4,6-dione